OCC(C(=O)N(C)OC)NC(O)=O (3-hydroxy-1-(methoxy(methyl)amino)-1-oxopropan-2-yl)carbamic acid